NC(N)OC=O.CC1=CC=CC=C1 toluene diaminomethyl-formate